octahydro-2H-pyrano[2,3-c]pyridine O1CCCC2C1CNCC2